C(C1=CC=CC=C1)OC(NCCCCOC1CNC1)=O (4-(azetidin-3-yloxy)butyl)carbamic acid benzyl ester